4-Chloro-N-(2-(3-(dimethylamino)propoxy)-5-(3'-methyl-2-oxo-2',3'-dihydrospiro[cyclopropane-1,1'-pyrrolo[2,3-c]quinolin]-8'-yl)pyridin-3-yl)benzenesulfonamide hydrochloride Cl.ClC1=CC=C(C=C1)S(=O)(=O)NC=1C(=NC=C(C1)C1=CC=2C3=C(C=NC2C=C1)N(CC31C(C1)=O)C)OCCCN(C)C